(R)-N-(4-((3-(ethoxymethyl)-3-(2-(thiophen-2-yl)ethyl)pyrrolidin-1-yl)methyl)phenyl)acetamide C(C)OC[C@]1(CN(CC1)CC1=CC=C(C=C1)NC(C)=O)CCC=1SC=CC1